ClC=1N=C2C(=C(C(N(C2=CC1)C)=O)C#N)N1CCN(CC1)CC1=C(C=CC=C1OC)O 6-chloro-4-{4-[(2-hydroxy-6-methoxyphenyl)methyl]piperazin-1-yl}-1-methyl-2-oxo-1,2-dihydro-1,5-naphthyridine-3-carbonitrile